3-(2-(2-methoxyethoxy)ethoxy)thiophene COCCOCCOC1=CSC=C1